tert-butyl (1r,5s)-3-(2,7-dichloro-3-cyano-8-fluoro-1,6-naphthyridin-4-yl)-3,8-diazabicyclo[3.2.1]octane-8-carboxylate ClC1=NC2=C(C(=NC=C2C(=C1C#N)N1C[C@H]2CC[C@@H](C1)N2C(=O)OC(C)(C)C)Cl)F